2'-chloro-N-(5-((4-hydroxy-bicyclo(2.2.1)hept-1-yl)methoxy)-1,3,4-thiadiazol-2-yl)-5'-methoxy-6-methyl-(4,4'-bipyridine)-3-carboxamide ClC1=NC=C(C(=C1)C1=C(C=NC(=C1)C)C(=O)NC=1SC(=NN1)OCC12CCC(CC1)(C2)O)OC